O=S1(CC(C=C1)NC(=O)C=1C(NC2=CC(=CC=C2C1)CC)=O)=O N-(1,1-Dioxido-2,3-dihydrothiophen-3-yl)-7-ethyl-2-oxo-1,2-dihydroquinoline-3-carboxamide